FC1(CCC12CC(N(CC2)CC2=C1C=CNC1=C(C=C2OC)C)C2=CC=C(C(=O)O)C=C2)F 4-(1,1-difluoro-7-((5-methoxy-7-methyl-1H-indol-4-yl)methyl)-7-azaspiro[3.5]nonan-6-yl)benzoic acid